2-[[4-Carboxyl-6-(4-sulfamoyl-benzylamino)-2-pyrimidinyl]amino]-4-methyl-5-thiazolecarboxylic acid ethyl ester C(C)OC(=O)C1=C(N=C(S1)NC1=NC(=CC(=N1)C(=O)O)NCC1=CC=C(C=C1)S(N)(=O)=O)C